2-cyanoethyl (4-((dimethoxyphosphoryl)methyl)cyclohexyl)ethyl(isopropyl)phosphoramidite COP(=O)(OC)CC1CCC(CC1)CCN(P(OCCC#N)[O-])C(C)C